(1r,4r)-4-((tert-butoxycarbonyl)amino)cyclohexyl 4-methylbenzenesulfonate CC1=CC=C(C=C1)S(=O)(=O)OC2CCC(CC2)NC(=O)OC(C)(C)C